Trimethylpropane tris(3-mercaptopropionate) SCCC(=O)O.SCCC(=O)O.SCCC(=O)O.CC(CC)(C)C